NCC=1C(=C(C=CC1)C=1C=CC2=C(C(=C(O2)CC)COC2=C(C=CC(=C2)OC)CC(=O)OCC)C1)F ethyl 2-(2-((5-(3-(aminomethyl)-2-fluorophenyl)-2-ethylbenzofuran-3-yl)methoxy)-4-methoxyphenyl)acetate